C(C)S(=O)(=O)C1=CC=C(C=C1)[C@H](CO)NC(=O)C1=CN=C(S1)N1CCN(CCC1)CC1=CC=C(C=C1)C(F)(F)F (R)-N-(1-(4-(ethylsulfonyl)phenyl)-2-hydroxyethyl)-2-(4-(4-(trifluoromethyl)benzyl)-1,4-diazepan-1-yl)thiazole-5-carboxamide